COC1=C(C2=C(C=N1)C=NN2C([2H])([2H])[2H])N 6-methoxy-1-(2H3)methylpyrazolo[4,3-c]pyridin-7-amine